C(C=C)(=O)N1CCN(CC1)C1CN(C1)C1=CC(=NC(=C1C#N)C(F)(F)F)N1CCC2(C=CCO2)CC1 4-(3-(4-Acryloylpiperazin-1-yl)azetidin-1-yl)-6-(1-oxa-8-azaspiro[4.5]dec-3-en-8-yl)-2-(trifluoromethyl)nicotinonitrile